C(CC(O)(C(=O)O)CC(=O)O)(=O)O.CN1N=CC=C1C1CCN(CC1)C1CC2(C1)CN(CC2)C(=O)OCC ethyl cis-2-[4-(1-methyl-1H-pyrazol-5-yl)piperidin-1-yl]-6-azaspiro[3.4]octane-6-carboxylate citrate